COC(=O)C1=C(C=C2C=CC=NC2=C1)OC 6-methoxyquinoline-7-carboxylic acid methyl ester